CC1=C(N)C=CC=C1 ortho-methylaniline